C(C1=CC=CC=C1)N([C@@H]1CC[C@@H](CC1)OC(F)F)CC1=CC=CC=C1 cis-N,N-dibenzyl-4-(difluoromethoxy)cyclohexan-1-amine